OCC1=CC=C(C=C1)C1=CC=C2C(C(C=3C=CC=C1C32)=O)=O 5-(4-hydroxymethylphenyl)acenaphthoquinone